1-{[(1s,2s,5r)-1-ethyl-4-oxo-3-azabicyclo[3.1.0]hex-2-yl]methoxy}-7-methoxyisoquinoline-6-carboxamide C(C)[C@]12[C@H](NC([C@@H]2C1)=O)COC1=NC=CC2=CC(=C(C=C12)OC)C(=O)N